3-[4-(2,3-dihydro-1H-pyrrolo[3,2-c]pyridin-1-yl)-3-ethylphenyl]-1-[5-(trifluoromethyl)-3-pyridinyl]-2,4-imidazolidinedione N1(CCC=2C=NC=CC21)C2=C(C=C(C=C2)N2C(N(CC2=O)C=2C=NC=C(C2)C(F)(F)F)=O)CC